nitro-cinnamate [N+](=O)([O-])C(C(=O)[O-])=CC1=CC=CC=C1